[(pyridinyl)dibenzothiophenyl]biphenyl N1=C(C=CC=C1)C1=C(C2=C(SC3=C2C=CC=C3)C=C1)C1=C(C=CC=C1)C1=CC=CC=C1